4-[4-[3,5-difluoro-4-[3-(4-methylpyrazol-1-yl)phenyl]phenyl]-5-methyl-1H-pyrazol-3-yl]pyridine FC=1C=C(C=C(C1C1=CC(=CC=C1)N1N=CC(=C1)C)F)C=1C(=NNC1C)C1=CC=NC=C1